7-chloro-8-(2-triisopropylsilylethynyl)naphthalene-1-ol ClC1=CC=C2C=CC=C(C2=C1C#C[Si](C(C)C)(C(C)C)C(C)C)O